(2S,12aR)-1,1-dimethyl-1,2,3,5,6,11,12,12a-octahydro-2,12-methanopyrrolo[1',2':1,2]azepino[4,5-b]indol-8-ol CC1([C@H]2CN3[C@@H]1C(C=1NC4=CC=C(C=C4C1CC3)O)C2)C